C1(CCC1)NC(=O)C1=NN2C(CN(CCC2)C(=O)OC(C)(C)C)=C1 tert-butyl 2-(cyclobutylcarbamoyl)-7,8-dihydro-4H-pyrazolo[1,5-a][1,4]diazepine-5(6H)-carboxylate